NC=1SC2=C(N1)C(=CC=C2F)C2=C(C=C1C(=NC(=NC1=C2F)OCC2(COCC2)C#N)N2CC1CCC(C2)N1)C(F)(F)F 3-(((7-(2-amino-7-fluorobenzo[d]thiazol-4-yl)-4-(3,8-diazabicyclo[3.2.1]octan-3-yl)-8-fluoro-6-(trifluoromethyl)quinazolin-2-yl)oxy)methyl)tetrahydrofuran-3-carbonitrile